2-(2-Hydroxy-4-tridecyloxyphenyl)-4,6-bis(2,4-dimethyl-phenyl)-1,3,5-triazin OC1=C(C=CC(=C1)OCCCCCCCCCCCCC)C1=NC(=NC(=N1)C1=C(C=C(C=C1)C)C)C1=C(C=C(C=C1)C)C